N-(2,6-dichloro-4-methyl-3-pyridyl)acetamide ClC1=NC(=CC(=C1NC(C)=O)C)Cl